ClC1=C(C=C2C(=N1)N(C=C2F)COCC[Si](C)(C)C)O 6-chloro-3-fluoro-1-((2-(trimethylsilyl)ethoxy)methyl)-1H-pyrrolo[2,3-B]pyridin-5-ol